N[C@@H](C(=O)N1CC2=CC=C(C=C2C1)NS(=O)(=N)C)CC1=C(C=C(C=C1)Cl)Cl N-{2-[(2R)-2-amino-3-(2,4-dichlorophenyl)propanoyl]-2,3-dihydro-1H-isoindol-5-yl}methanesulfonoimidamide